BrC1=C(C(/C=C/C2=CC=CC=C2)=O)C=CC=C1 2'-bromo-chalcone